[1,3-3H]-glycerol O(CC(O)CO[3H])[3H]